2-(2,6-dioxopiperidin-3-yl)-1-oxoisopropyl-phenol O=C1NC(CCC1C1=C(C=CC=C1CC(C)=O)O)=O